4-Nitro-2-Phenylacetyl-Amino-Benzamide iron nickel (II) nitrate [N+](=O)([O-])[O-].[Ni+2].[Fe+2].[N+](=O)([O-])C1=C(C(=C(C(=O)N)C=C1)N)C(CC1=CC=CC=C1)=O.[N+](=O)([O-])[O-].[N+](=O)([O-])[O-].[N+](=O)([O-])[O-]